(S)-4-((1-benzylpyrrolidin-3-yl)(methyl)amino)-5-chloro-2-fluoro-N-(6-fluoropyridin-2-yl)benzenesulfonamide bis(trifluoroacetic acid) salt FC(C(=O)O)(F)F.FC(C(=O)O)(F)F.C(C1=CC=CC=C1)N1C[C@H](CC1)N(C1=CC(=C(C=C1Cl)S(=O)(=O)NC1=NC(=CC=C1)F)F)C